1-{4-[(4-Acetylthiophen-3-yloxy)methyl]benzyl}piperidine C(C)(=O)C=1C(=CSC1)OCC1=CC=C(CN2CCCCC2)C=C1